C(C)(C)(C)OC(=O)NC1=CC2=C(S1)C=CC(=C2B(O)O)F (2-((tert-Butyloxycarbonyl)amino)-5-fluorobenzo[b]thiophen-4-yl)boronic acid